C(#N)C=1C=CC(=C2C=CC=NC12)N1C[C@]2(C[C@]2(C1)C(F)(F)F)C(=O)N[C@H]1CN(CCC1(F)F)C |o1:14,16| (1R,5S) or (1S,5R)-3-(8-cyanoquinolin-5-yl)-N-((S)-4,4-difluoro-1-methylpiperidin-3-yl)-5-(trifluoromethyl)-3-azabicyclo[3.1.0]hexane-1-carboxamide